C\C(=C/CC1=C(C=C(C(=C1O)C1=CSC=C1)CCCCC)O)\CCC=C(C)C (E)-2-(3,7-dimethylocta-2,6-dien-1-yl)-5-pentyl-4-(thiophen-3-yl)benzene-1,3-diol